C(C=C)(=O)N1[C@@H](CN(C[C@@H]1C)C=1C2=C(N(C(N1)=O)C=1C(=NC=NC1C(C)C)C(C)C)N=C(C(=C2)F)C2=C(C=CC=C2F)N)C 4-(4-propenoyl-cis-3,5-dimethylpiperazin-1-yl)-7-(2-amino-6-fluorophenyl)-1-(4,6-diisopropylpyrimidin-5-yl)-6-fluoropyrido[2,3-d]pyrimidin-2(1H)-one